C1(=C(C=CC=C1)CNC(CC)=O)C1=CC=CC=C1 N-(1,1'-biphenyl-2-ylmethyl)propionamide